C[C@@H]1CN=C2N1C1=C(C=C(C=C1C(N2C([2H])([2H])C=2C=NN(C2)C)=O)S(=O)(=O)NC2(CC2)C)C (R)-1,9-dimethyl-4-((1-methyl-1H-pyrazol-4-yl)methyl-d2)-N-(1-methylcyclopropyl)-5-oxo-1,2,4,5-tetrahydroimidazo[1,2-a]quinazoline-7-sulfonamide